2-(2-cyanoethyl)pyridine-3-carboxylic acid C(#N)CCC1=NC=CC=C1C(=O)O